C(C1=CC=CC=C1)N1C(=NC=2N(C(N(C(C12)=O)CCCO)=O)C)C1=CC=C(C=C1)Cl Benzyl-8-(4-chlorophenyl)-1-(3-hydroxypropyl)-3-methyl-1H-purine-2,6(3H,7H)-dione